7-(1-(But-2-ynoyl)azetidin-3-yl)-2-(4-phenoxyphenyl)-4,5,6,7-tetrahydropyrazolo[1,5-a]pyrimidine-3-carboxamide C(C#CC)(=O)N1CC(C1)C1CCNC=2N1N=C(C2C(=O)N)C2=CC=C(C=C2)OC2=CC=CC=C2